(S)-(5-(tert-butyl)-1,3,4-oxadiazol-2-yl)(4-(4-(difluoromethyl)pyrazolo[1,5-a]pyridin-2-yl)-6,7-dihydro-1H-imidazo[4,5-c]pyridin-5(4H)-yl)methanone C(C)(C)(C)C1=NN=C(O1)C(=O)N1[C@@H](C2=C(CC1)NC=N2)C2=NN1C(C(=CC=C1)C(F)F)=C2